S1C(=NC2=C1C=CC=C2)NC2=C(C=C(N=N2)N(C=2SC(=C(N2)C(=O)O)C=2C=NN(C2C)CC2(CCCCC2)CCCOC)C)C 2-({6-[(1,3-benzothiazol-2-yl)amino]-5-methylpyridazin-3-yl}(methyl)amino)-5-(1-{[1-(3-methoxypropyl)cyclohexyl]methyl}-5-methyl-1H-pyrazol-4-yl)-1,3-thiazole-4-carboxylic acid